dl-2,2-dimethylhexyl terephthalate C(C1=CC=C(C(=O)[O-])C=C1)(=O)OCC(CCCC)(C)C